2-(azetidin-3-yloxy)-5-methyl-1,3,4-thiadiazole N1CC(C1)OC=1SC(=NN1)C